ClC=1C=CC(=C(C1)S(=O)(=O)NC=1C=NC=2CCN(CC2C1)C(=O)NCC(F)F)OC 3-((5-chloro-2-methoxyphenyl)sulfonamido)-N-(2,2-difluoroethyl)-7,8-dihydro-1,6-naphthyridine-6(5H)-carboxamide